C1(=CC=CC=C1)C=1SC(=CN1)C(=O)N[C@@H]1C[C@H](C1)CN 2-phenyl-N-[(trans)-3-(aminomethyl)cyclobutyl]-1,3-thiazole-5-carboxamide